4-[4-bromo-3-hydroxy-8-(2-trifluoromethyl-phenyl)-quinolin-2-yl]-4-oxo-butyric acid ethyl ester C(C)OC(CCC(=O)C1=NC2=C(C=CC=C2C(=C1O)Br)C1=C(C=CC=C1)C(F)(F)F)=O